N-((4-Diethylaminophenyl)(8-cyclopentyloxy-2-methylquinolin-7-yl)methyl)pyridin-2-amine C(C)N(C1=CC=C(C=C1)C(NC1=NC=CC=C1)C1=CC=C2C=CC(=NC2=C1OC1CCCC1)C)CC